C(C)N(C(O)=O)C1=CC=C(C=C1)CCO[Si](C)(C)C(C)(C)C.O[C@H]([C@@H](C)[C@@H]1CO1)CC (2R,3R)-3-((2R,3s)-3-hydroxypentan-2-yl)oxiran Ethyl-(4-(2-((tert-butyldimethylsilyl)oxy)ethyl)phenyl)carbamate